ClC=1C=C(OCC(=O)NC23CC(C2)(C3)NC(COC3=NC=CC=C3)=O)C=CC1Cl 2-(3,4-dichlorophenoxy)-N-(3-{2-[(pyridin-2-yl)oxy]acetamido}bicyclo[1.1.1]pentan-1-yl)acetamide